thia-2-azaspiro[4.5]decan-3-one S1NC(CC12CCCCC2)=O